1-(((5R,7S)-3-(5-(2-hydroxypropan-2-yl)pyrazin-2-yl)-7,9,9-trimethyl-2-oxo-1-oxa-3-azaspiro[4.5]decan-7-yl)methyl)-1H-benzo[d]imidazole-6-carbonitrile OC(C)(C)C=1N=CC(=NC1)N1C(O[C@@]2(C1)C[C@@](CC(C2)(C)C)(C)CN2C=NC1=C2C=C(C=C1)C#N)=O